N-(6-amino-3-methyl-2,4-dioxo-1-phenyl-1,2,3,4-tetrahydropyrimidin-5-yl)-2-hydroxy-2-methyl-4-(2,4,5-trimethyl-3,6-dioxocyclohexa-1,4-dienyl)butanamide NC1=C(C(N(C(N1C1=CC=CC=C1)=O)C)=O)NC(C(CCC1=C(C(C(=C(C1=O)C)C)=O)C)(C)O)=O